2,3,5,6-tetrafluorobenzyl-(1R,3S)-3-(2,2-dichlorovinyl)-2,2-dimethylcyclopropane FC1=C(C[C@H]2C([C@@H]2C=C(Cl)Cl)(C)C)C(=C(C=C1F)F)F